O=C1C(O)=C(O)[C@H](O1)[C@@H](O)CO.OC=1[C@H](OC(C1O)=O)[C@H](CO)O vitamin C ascorbate